C1(=CC=CC=C1)N1N=C(C=C1)C1=NC=CC(=N1)C(=O)N 1-phenyl-1H-pyrazol-3-ylpyrimidine-4-carboxamide